C(CCCCCCCC)C1=C(C(=C(C=C1)[SiH2]OCCOC)CCCCCCCCC)CCCCCCCCC trinonylphenyl-(2-methoxyethoxy)silane